6-ethoxy-2-(4-fluorophenethyl)-N-((R)-2-hydroxy-2-((S)-1,2,3,4-tetrahydroisoquinolin-3-yl)ethyl)-1-oxoisoindoline-5-carboxamide hydrochloride Cl.C(C)OC1=C(C=C2CN(C(C2=C1)=O)CCC1=CC=C(C=C1)F)C(=O)NC[C@H]([C@H]1NCC2=CC=CC=C2C1)O